(S,E)-methyl (7-(dimethylamino)-1-((1-((7-isobutylbenzo[d]thiazol-2-yl)methyl)-2-oxo-1,2-dihydropyridin-3-yl)amino)-1,7-dioxohept-5-en-2-yl)carbamate CN(C(/C=C/CC[C@@H](C(=O)NC=1C(N(C=CC1)CC=1SC2=C(N1)C=CC=C2CC(C)C)=O)NC(OC)=O)=O)C